C(C)(C)(C)NCCN 4-tert-butyl-1,4-di-aza-butane